D-phenylalanyl phosphoramidate P(OC([C@H](N)CC1=CC=CC=C1)=O)([O-])(=O)N